FC1=C2CN(CC2=CC(=C1)C)C(=O)C=1C=C2CN(C(C2=CC1)=O)C1CNCCC1 3-(5-(4-fluoro-6-methylisoindoline-2-carbonyl)-1-oxoisoindolin-2-yl)piperidine